N-(3-((4-(2-(3,5-dichloro-4-(2-chloroethoxy)phenyl)propan-2-yl)phenyl)(methyl)amino)-2-oxopropyl)methanesulfonamide hydrochloride Cl.ClC=1C=C(C=C(C1OCCCl)Cl)C(C)(C)C1=CC=C(C=C1)N(CC(CNS(=O)(=O)C)=O)C